O1C=CC2=C1C=CC(=C2)C2=CC=C1CN(C(C1=C2)=O)CC(=O)NC(CC(=O)O)C(CF)=O 3-(2-(6-(benzofuran-5-yl)-1-oxoisoindolin-2-yl)acetamido)-5-fluoro-4-oxopentanoic acid